C(C)(C)(C)C=1SC(=CN1)C(=O)NCC1=C(C=C(C=C1)C1=NC(=NC=C1)N[C@H](C)C1CCCCC1)C (R)-2-(tert-butyl)-N-(4-(2-((1-cyclohexylethyl)amino)pyrimidin-4-yl)-2-methylbenzyl)thiazole-5-carboxamide